1,1-dimethyl-propynylamine CC(C#C)(C)N